C1(CC1)C=1N=CC(=NC1)C=1C=C2C(=CN(C(C2=CC1F)=O)C1=C(C=CC=C1)C)C(C)C 6-(5-Cyclopropylpyrazin-2-yl)-7-fluoro-4-isopropyl-2-(o-tolyl)isoquinolin-1(2H)-one